C1(=CC(=CC=C1)C1(CC1)N)C 1-(m-Tolyl)cyclopropanamine